BrC1=C(C(=O)N(COCC[Si](C)(C)C)C=2N=NN(C2)C)C(=CN=C1)F 3-bromo-5-fluoro-N-(1-methyl-1H-1,2,3-triazol-4-yl)-N-((2-(trimethylsilyl)ethoxy)methyl)isonicotinamide